CC(C(N)(C)C)(CCCCN)C Tetramethyl-1,6-hexandiamin